[Na].CC1=C(C=CC=C1)C(C(=O)O)=NOC 2-methyl-alpha-methoxyiminophenylacetic acid sodium